ClC1=C(C(=O)N2COC3=C(C2)C=CC=C3C3=CC(=C(C=C3F)C3=NNC(O3)=O)N3C2COCC3CC2)C(=CC(=C1)N1[C@@H](CN(CC1)C)C)Cl 5-[4-[3-[2,6-dichloro-4-[(2R)-2,4-dimethylpiperazin-1-yl]benzoyl]-2,4-dihydro-1,3-benzoxazine-8-yl]-5-fluoro-2-(3-oxa-8-azabicyclo[3.2.1]octan-8-yl)phenyl]-3H-1,3,4-oxadiazol-2-one